COC=1C(=NC(=NC1)NC=1C=C2CCNCC2=CC1OC)NC=1C=CC=C2CNC(C12)=O 7-((5-methoxy-2-((7-methoxy-1,2,3,4-tetrahydroisoquinolin-6-yl)amino)pyrimidin-4-yl)amino)isoindolin-1-one